tert-butyl (4-(4-((3-(difluoromethyl)-1-((1r,4r)-4-formylcyclohexyl)-1H-pyrazol-4-yl)carbamoyl)oxazol-2-yl)pyridin-2-yl)(2,2,2-trifluoroethyl)carbamate FC(C1=NN(C=C1NC(=O)C=1N=C(OC1)C1=CC(=NC=C1)N(C(OC(C)(C)C)=O)CC(F)(F)F)C1CCC(CC1)C=O)F